Methyl 2-(1-methyl-1H-imidazol-5-yl)-6-(2-oxaspiro[3.3]heptan-6-yl)pyrimidine-4-carboxylate CN1C=NC=C1C1=NC(=CC(=N1)C(=O)OC)C1CC2(COC2)C1